2-(2-(1-(Cyclopropylsulfonyl)-1H-pyrazol-4-yl)pyridin-4-yl)-N4-((1s,4s)-4-fluorocyclohexyl)-5-(1-(3,3,3-trifluoropropyl)-1H-pyrazol-3-yl)pyrimidine-2,4-diamine C1(CC1)S(=O)(=O)N1N=CC(=C1)C1=NC=CC(=C1)C1(NC=C(C(=N1)NC1CCC(CC1)F)C1=NN(C=C1)CCC(F)(F)F)N